O=C1C(=C(C=NN1COCC[Si](C)(C)C)N[C@H](CON1C(C2=CC=CC=C2C1=O)=O)C)C(F)(F)F (S)-2-(2-((6-oxo-5-(trifluoromethyl)-1-((2-(trimethylsilyl)ethoxy)methyl)-1,6-dihydropyridazin-4-yl)amino)propoxy)isoindoline-1,3-dione